[N+](=O)([O-])C1=CC=C(C=C1)OS(NC)(=O)=O Methyl-sulfamic acid 4-nitrophenyl ester